2-(4,4,5,5-tetramethyl-1,3,2-dioxaborolan-2-yl)-N-(2,2,2-trifluoro-1-methyl-ethyl)aniline CC1(OB(OC1(C)C)C1=C(NC(C(F)(F)F)C)C=CC=C1)C